C(C)(C)N1N=C(C(=C1C)O)C1=C(C=CC=C1)S(=O)(=O)CC 1-isopropyl-3-(2-(ethylsulfonyl)phenyl)-5-methyl-pyrazol-4-ol